C(C)OC(=O)C1CCC(CC1)C1=C(N(C2=CC=C(C=C12)O)C1=CC(=C(C=C1)F)C)C1CCOCC1 4-[1-(4-fluoro-3-methyl-phenyl)-5-hydroxy-2-tetrahydropyran-4-yl-indol-3-yl]Cyclohexane-carboxylic acid ethyl ester